OC[C@H](C(C)(C)C)NC(=O)C=1C=2C[C@@H]3[C@H](C2N(N1)C1=NC=CC(=C1)OC)C3 (1aR,5aR)-2-(4-Methoxy-pyridin-2-yl)-1a,2,5,5a-tetrahydro-1H-2,3-diaza-cyclopropa[a]pentalene-4-carboxylic acid ((S)-1-hydroxymethyl-2,2-dimethyl-propyl)-amide